N-[2-(4-cyclopropylpiperazin-1-yl)-4-fluoro-5-(2-morpholin-4-ylpyrimidin-5-yl)phenyl]-6-oxo-4-(trifluoromethyl)-1H-pyridine-3-carboxamide C1(CC1)N1CCN(CC1)C1=C(C=C(C(=C1)F)C=1C=NC(=NC1)N1CCOCC1)NC(=O)C1=CNC(C=C1C(F)(F)F)=O